tert-butyl 4-(1-(2,6-dioxopiperidin-3-yl)-1H-indazol-5-yl)piperidine-1-carboxylate O=C1NC(CCC1N1N=CC2=CC(=CC=C12)C1CCN(CC1)C(=O)OC(C)(C)C)=O